5-(β-methylthioethyl)hydantoin CSCCC1C(NC(N1)=O)=O